C1(=CC=C(C=C1)C=1C=NC2=C3N=CC(=CC3=CC=C2C1)C1=CC=C(C=C1)C1=CC=CC=C1)C1=CC=CC=C1 3,8-di([1,1'-biphenyl]-4-yl)-1,10-phenanthroline